ClC=1C=C2C=CN(C(C2=CC1)=O)C(C(=O)NC1=CC=C(C=C1)C=1OC=C(N1)C)=C (R)-2-(6-Chloro-1-oxoisoquinolin-2(1H)-yl)-N-(4-(4-methyloxazol-2-yl)phenyl)propenamide